C(=O)O.NC1CCN(CC1)C1=NC(=C(C=2N1C=CN2)C2=CC(=C(C=C2)Cl)O)C2=CC(=C(C#N)C=C2)F 4-(5-(4-aminopiperidin-1-yl)-8-(4-chloro-3-hydroxyphenyl)imidazolo[1,2-c]pyrimidin-7-yl)-2-fluorobenzonitrile formate